(R)-N-[3-[5-fluoro-2-(1H-indazol-6-ylamino)pyrimidin-4-yl]-1H-indol-7-yl]-3-Methoxy-2-(4-methylpiperazin-1-yl)propanamide FC=1C(=NC(=NC1)NC1=CC=C2C=NNC2=C1)C1=CNC2=C(C=CC=C12)NC([C@@H](COC)N1CCN(CC1)C)=O